2-cyclobutyl-2-Carbonylacetic acid C1(CCC1)C(C(=O)O)=C=O